(3R)-3-amino-5-[(4-chlorophenyl)methyl]-7-[5-(1-ethyl-5,5-difluoro-3-piperidyl)-1,3,4-oxadiazol-2-yl]-8-fluoro-1,1-dioxo-2,3-dihydro-1λ6,5-benzothiazepin-4-one N[C@H]1CS(C2=C(N(C1=O)CC1=CC=C(C=C1)Cl)C=C(C(=C2)F)C=2OC(=NN2)C2CN(CC(C2)(F)F)CC)(=O)=O